C(C)(C)(C)OC(CCCCCCCCCCCCCCCCCCC(=O)N[C@H](C(=O)OC(C)(C)C)CCC(=O)ON1C(CCC1=O)=O)=O O1-tert-butyl O5-(2,5-dioxopyrrolidin-1-yl) (2S)-2-[(20-tert-butoxy-20-oxo-icosanoyl)amino]pentanedioate